COCCOC1=CC=C(C=C1)C1=CC=C2C(=N1)SC(=N2)NC(OC(C)(C)C)=O tert-butyl (5-(4-(2-methoxyethoxy)phenyl)thiazolo[5,4-b]pyridin-2-yl)carbamate